C1(=CC=CC=C1)C(C)(C1=CC=CC=C1)C1=CC=C(C=C)C=C1 4-(1,1-diphenylethyl)styrene